4-isopropylphenyl 2-hydroxy-2-propyl ketone OC(C)(C)C(=O)C1=CC=C(C=C1)C(C)C